4-hydroxy-6-oxo-2-(6-(trifluoromethyl)pyridin-3-yl)-2,3-dihydropyridazine OC=1CN(NC(C1)=O)C=1C=NC(=CC1)C(F)(F)F